O=C1C=C(C(=C1)C1=CC=CC=C1)C1=CC=CC=C1 2-oxo-4,5-diphenylcyclopenta-3,5-diene